COC1=CC(=C(C=C1C(=O)N1CCNCC1)SC1=CN=C(S1)NC(=O)C1CC1)C N-[5-[4-methoxy-2-methyl-5-(piperazine-1-carbonyl)phenyl]sulfanylthiazol-2-yl]cyclopropanecarboxamide